ClC=1C=C(C=2CCC(C2C1)O)S(=O)(=O)NC1=C(C(=C(C=C1)F)C=1C=C2C=NC(=NC2=CC1C)NC1CCN(CC1)CCOC)F 6-chloro-N-[2,4-difluoro-3-(2-{[1-(2-methoxyethyl)piperidin-4-yl]amino}-7-methylquinazolin-6-yl)phenyl]-1-hydroxy-2,3-dihydro-1H-indene-4-sulfonamide